ClC1=CN=C(C=C1C(=O)NC1=CC(=CC(=C1)C1=NN(N=C1)COCC[Si](C)(C)C)Cl)N1S(CCC1)(=O)=O 5-chloro-N-(3-chloro-5-(2-((2-(trimethylsilyl)ethoxy)methyl)-2H-1,2,3-triazol-4-yl)phenyl)-2-(1,1-dioxidoisothiazolidin-2-yl)isonicotinamide